ClC1=CC=C(CNC(=O)NC2CC3(C2)CN(CC3)C3=CC(=NC=C3)C)C=C1 1-(4-chlorobenzyl)-3-(6-(2-methylpyridin-4-yl)-6-azaspiro[3.4]oct-2-yl)urea